N'-dioctyl-p-phenylenediamine CCCCCCCCN(CCCCCCCC)C1=CC=C(C=C1)N